CC1C(CCCCCCCC)O1 2-undecene oxide